4-(6-(4-(3-amino-6-(2-hydroxyphenyl)pyridazin-4-yl)phenyl)-2-azaspiro[3.3]heptan-2-yl)-2-(2,6-dioxopiperidin-3-yl)isoindoline-1,3-dione NC=1N=NC(=CC1C1=CC=C(C=C1)C1CC2(CN(C2)C2=C3C(N(C(C3=CC=C2)=O)C2C(NC(CC2)=O)=O)=O)C1)C1=C(C=CC=C1)O